1-(3-((2-chloro-5-(trifluoromethyl)pyridin-4-yl)amino)propyl)piperidin-2-one ClC1=NC=C(C(=C1)NCCCN1C(CCCC1)=O)C(F)(F)F